C(C)N1N=C(C(=C1)C1=C(C=CC=C1F)[C@H]1C2=C(CN1)SC(=C2C)C#N)C(F)(F)F (S)-4-(2-(1-ethyl-3-(trifluoromethyl)-1H-pyrazol-4-yl)-3-fluorophenyl)-3-methyl-5,6-dihydro-4H-thieno[2,3-c]pyrrole-2-carbonitrile